BrC1=NN(C2=CC=CC(=C12)CO)C1=CC=C(C=C1)OC(F)(F)F (3-bromo-1-(4-(trifluoromethoxy)phenyl)-1H-indazol-4-yl)methanol